C(#N)C1=C(SC2=C1C(=NC=C2F)C2=C1C(=C3C=CC(=NC3=C2F)OCC2(CC2)CN2CCOCC2)COC1)NC(OC(C)(C)C)=O tert-Butyl (3-cyano-7-fluoro-4-(5-fluoro-7-((1-(morpholinomethyl)cyclopropyl)methoxy)-1,3-dihydrofuro[3,4-f]quinolin-4-yl)thieno[3,2-c]pyridin-2-yl)carbamate